vinyl-vinyl-triethoxysilane tert-Butyl-(4-(4-(2,4-dioxotetrahydropyrimidin-1(2H)-yl)phenyl)but-3-yn-1-yl)carbamate C(C)(C)(C)N(C(O)=O)CCC#CC1=CC=C(C=C1)N1C(NC(CC1)=O)=O.C(=C)CCO[Si](OCC)(OCC)C=C